1,2-propanediol methacrylate C(C(=C)C)(=O)O.C(C(C)O)O